NC1=NC=2C=CC(=CC2C2=C1COC2)C(=O)N(CC)CC=2N=NC(=CC2)Br 4-amino-N-((6-bromo-3-pyridazinyl)methyl)-N-ethyl-1,3-dihydrofuro[3,4-c]quinoline-8-carboxamide